C(C)(C)(C)[S@](=O)N[C@H](CCC=C)C1=CC=2N(N=C1)C=C(N2)[C@H](C2CCC(CC2)(F)F)NC(OC(C)(C)C)=O |o1:7| tert-butyl ((S)-(7-((R*)-1-(((S)-tert-butylsulfinyl)amino)pent-4-en-1-yl)imidazo[1,2-b]pyridazin-2-yl)(4,4-difluorocyclohexyl)methyl)carbamate